(6-amino-3,5-dichloro-2-fluorophenyl)boric acid NC1=C(C=C(C(=C1OB(O)O)F)Cl)Cl